tert-butyl 4-(5-(4,4,5,5-tetramethyl-1,3,2-dioxaborolan-2-yl)pyridin-2-yl)piperazine-1-carboxylate CC1(OB(OC1(C)C)C=1C=CC(=NC1)N1CCN(CC1)C(=O)OC(C)(C)C)C